ClC1=C(C=CC2=C1C=C(O2)C(=O)O)N2CCN(CC2)S(=O)(=O)C2=CC=C(C=C2)OC 4-chloro-5-[4-(4-methoxy-benzenesulfonyl)-piperazin-1-yl]-benzofuran-2-carboxylic acid